CC1(O[C@]2([C@@H](O1)[C@@H](O[C@@H]2CO)N2C=CC1=C2N=CN=C1C)C)C [(3aR,4R,6R,6aR)-2,2,3a-trimethyl-6-(4-methylpyrrolo[2,3-d]pyrimidin-7-yl)-6,6a-dihydro-4H-furo[3,4-d][1,3]dioxol-4-yl]methanol